1-((R)-3-amino-1-(4-((6-amino-9H-purin-9-yl)methyl)-2-(2,5-difluoro-4-methoxyphenyl)pyrimidin-5-yl)piperidin-3-yl)-2,2-difluoroethan-1-ol N[C@]1(CN(CCC1)C=1C(=NC(=NC1)C1=C(C=C(C(=C1)F)OC)F)CN1C2=NC=NC(=C2N=C1)N)C(C(F)F)O